benzyl ((S)-piperidine-3-carbonyl)-D-prolinate hydrochloride Cl.N1C[C@H](CCC1)C(=O)N1[C@H](CCC1)C(=O)OCC1=CC=CC=C1